C(C)(C)(C)OC(=O)N1[C@@H](CC(C1)(F)F)CON (S)-2-((aminooxy)methyl)-4,4-difluoropyrrolidine-1-carboxylic acid tert-butyl ester